FC1=NC=CC=C1C1=CC(=NC2=C(N=CC=C12)C1=CC=NN1)N1[C@@H](COCC1)C 4-(2-Fluoropyridin-3-yl)-2-[(3R)-3-methylmorpholin-4-yl]-8-(1H-pyrazol-5-yl)-1,7-naphthyridine